C(C)(=O)OC(C(=O)NC1=NC=C(C(=C1)C)B1OC(C(O1)(C)C)(C)C)C1=CC(=CC=C1)C(F)(F)F 2-((4-methyl-5-(4,4,5,5-tetramethyl-1,3,2-dioxaborolan-2-yl)pyridin-2-yl)amino)-2-oxo-1-(3-(trifluoromethyl) phenyl)ethyl acetate